4-(5-(3,5-dichloro-4-fluorophenyl)-5-(trifluoromethyl)-4,5-dihydroisoxazol-3-yl)-N-((4-methoxybenzyl)sulfinyl)-2-methylbenzamide ClC=1C=C(C=C(C1F)Cl)C1(CC(=NO1)C1=CC(=C(C(=O)NS(=O)CC2=CC=C(C=C2)OC)C=C1)C)C(F)(F)F